C(C)C1=C(C(=C(C(=O)O)OC)CCCCCC)C=CC=C1.C(C=CC1=CC=CC=C1)(=O)O cinnamate (ethylhexyl methoxycinnamate)